ClC1=NC2=C(C(=C(C=C2C(=C1I)N[C@H]1[C@H]2CN([C@@H]1C2)C(=O)OC(C)(C)C)CCC#N)C2=C(C(=CC=C2)Cl)Cl)F tert-Butyl (1R,4R,5S)-5-((2-chloro-6-(2-cyanoethyl)-7-(2,3-dichlorophenyl)-8-fluoro-3-iodoquinolin-4-yl)amino)-2-azabicyclo[2.1.1]hexane-2-carboxylate